C1OCC12NCCCC2 2-oxa-5-azaspiro[3.5]nonane